cis-2-[4-(1-methyl-1H-pyrazol-5-yl) piperidin-1-yl]-6-azaspiro[3.4]octane-6-carboxylate citrate C(CC(O)(C(=O)O)CC(=O)O)(=O)O.CN1N=CC=C1C1CCN(CC1)C1CC2(C1)CN(CC2)C(=O)O